C(C1=CC=CC=C1)OC([C@H](CC(C)C)NC(C1=CC=CC=C1)=O)=O (S)-2-benzoylamino-4-methylpentanoic acid benzyl ester